4-(3-isobutyl-1-(6-(trifluoromethyl)pyridin-3-yl)-1H-pyrazolo[4,3-b]pyridine-5-carbonyl)-3,3-dimethylpiperazin-2-one C(C(C)C)C1=NN(C=2C1=NC(=CC2)C(=O)N2C(C(NCC2)=O)(C)C)C=2C=NC(=CC2)C(F)(F)F